FC(OC(CCCOC1=C(C=CC=C1)CCC1=CC(=CC=C1)OC(F)(F)F)N(C)C(F)F)F (difluoromethoxy)-N-(difluoromethyl)-N-methyl-4-(2-(3-(trifluoromethoxy)phenethyl)phenoxy)butan-1-amine